The molecule is an L-alpha-amino acid that is L-dopa carrying an additional hydroxy substituent at position 6. It is a non-proteinogenic L-alpha-amino acid and a L-phenylalanine derivative. It derives from a L-dopa. C1=C(C(=CC(=C1O)O)O)C[C@@H](C(=O)O)N